BrCC1=CC=C(C=C1)C=1N(C=C(N1)C(F)(F)F)C(C)C 2-(4-(bromomethyl)phenyl)-1-isopropyl-4-(trifluoromethyl)-1H-imidazole